(R)-ethyl 3-((6-bromo-1-(2-(2-methoxyphenyl)-2-((tetrahydro-2H-pyran-4-yl)oxy)ethyl)-5-methyl-2,4-dioxo-1,2-dihydrothieno[2,3-d]pyrimidine-3(4H)-yl)methyl)cyclobutanecarboxylate BrC1=C(C2=C(N(C(N(C2=O)CC2CC(C2)C(=O)OCC)=O)C[C@H](OC2CCOCC2)C2=C(C=CC=C2)OC)S1)C